3-(4-(5-((4-((4-(acetamidomethyl)piperidin-1-yl)methyl)-6-(3,5-dichlorophenyl)pyridin-2-yl)oxy)-3-fluoropyridin-2-yl)piperazin-1-yl)propanoic acid C(C)(=O)NCC1CCN(CC1)CC1=CC(=NC(=C1)C1=CC(=CC(=C1)Cl)Cl)OC=1C=C(C(=NC1)N1CCN(CC1)CCC(=O)O)F